methyl 1-((5-(1-(tert-butoxycarbonyl)azetidin-3-yl)-3,6-dimethylpyridin-2-yl)methyl)piperidine-4-carboxylate C(C)(C)(C)OC(=O)N1CC(C1)C=1C=C(C(=NC1C)CN1CCC(CC1)C(=O)OC)C